NC=1N=C(C=C2C=C(N=CC12)NC(=O)[C@@H]1[C@H](C1)C=1C=NN(C1)C)C#CC=1C=NC=CC1C (1S,2S)-N-(8-amino-6-((4-methylpyridin-3-Yl)ethynyl)-2,7-naphthyridin-3-yl)-2-(1-methyl-1H-pyrazol-4-yl)cyclopropanecarboxamide